ClC1=C(C(=O)NC=2C=C3C(=CNC3=CC2)C2CCN(CC2)CCCCCC)C=CC=C1 5-(2-chlorobenzoyl)amino-3-(1-hexylpiperidin-4-yl)-1H-indole